Iodomethyl methyl carbonate C(OCI)(OC)=O